COC(C)(C)OC1=C(C(=CC(=C1)CCCCC)OC(C)(C)OC)C1CCCC(=C1)C 2',6'-bis((2-methoxypropan-2-yl)oxy)-5-methyl-4'-pentyl-1,2,3,4-tetrahydro-1,1'-biphenyl